5-(Benzyloxy)-1-(4-Chlorobenzyl)-2-(4-chloro-2-fluorophenyl)-1H-benzo[d]imidazole C(C1=CC=CC=C1)OC1=CC2=C(N(C(=N2)C2=C(C=C(C=C2)Cl)F)CC2=CC=C(C=C2)Cl)C=C1